Tert-butyl N-[(2R)-3-(allyloxycarbonylamino)-2-hydroxy-propyl]-N-[(2R)-3-(tert-butoxy carbonylamino)-2-hydroxy-propyl]carbamate C(C=C)OC(=O)NC[C@H](CN(C(OC(C)(C)C)=O)C[C@@H](CNC(=O)OC(C)(C)C)O)O